N-(7-amino-4-cyclopropyl-3-fluoro-8-oxo-5,6,7,8-tetrahydronaphthalen-1-yl)acetamide hydrochloride Cl.NC1CCC=2C(=C(C=C(C2C1=O)NC(C)=O)F)C1CC1